N-[4-iodo-6-(morpholin-4-yl)pyridin-2-yl]acetamide IC1=CC(=NC(=C1)N1CCOCC1)NC(C)=O